C(C)(C)(C)C1=C(C(=CC(=C1)C)C(C)(C)C)[O-].[Na+] sodium 2,6-di-tert-butyl-4-methyl-phenolate